5-Amino-3-[5-[2-[[3-(2,4-dichlorophenyl)isoxazol-5-yl]amino]-2-oxo-ethyl]-2-pyridyl]-1-isopropyl-pyrazole-4-carboxamide NC1=C(C(=NN1C(C)C)C1=NC=C(C=C1)CC(=O)NC1=CC(=NO1)C1=C(C=C(C=C1)Cl)Cl)C(=O)N